N-((1s,4s)-4-(5-ethynyl-2-((4-(4-methylpiperazin-1-yl)phenyl)amino)-7-oxopyrido[2,3-d]pyrimidin-8(7H)-yl)cyclohexyl)propionamide C(#C)C1=CC(N(C=2N=C(N=CC21)NC2=CC=C(C=C2)N2CCN(CC2)C)C2CCC(CC2)NC(CC)=O)=O